1-hexyl-2-Methylpiperidinium cyanide [C-]#N.C(CCCCC)[NH+]1C(CCCC1)C